(1-(6-Methoxypyridin-3-yl)ethyl)-1H-pyrazole-1-carboxamide COC1=CC=C(C=N1)C(C)C1=NN(C=C1)C(=O)N